CN(C)C(C)O N,N-Dimethyl-aminoethanol